(2-chloro-4-fluoro-phenyl)-[(1S,5R)-8-[5-[(4-phenyl-1-piperidyl)sulfonyl]-1H-indazol-7-yl]-3,8-diazabicyclo[3.2.1]octan-3-yl]methanone ClC1=C(C=CC(=C1)F)C(=O)N1C[C@@H]2CC[C@H](C1)N2C=2C=C(C=C1C=NNC21)S(=O)(=O)N2CCC(CC2)C2=CC=CC=C2